C(C)(C)(C)OC(=O)N1N=C(C=C1C)NC1=CC=C(C(=N1)CC1(CC(N(CC1)CC1=C(C(=CC=C1)Cl)F)CC)C(=O)OC)F methyl 4-((6-((1-(tert-butoxycarbonyl)-5-methyl-1H-pyrazol-3-yl)amino)-3-fluoropyridin-2-yl)methyl)-1-(3-chloro-2-fluorobenzyl)-2-ethylpiperidine-4-carboxylate